O1C(=CC=C1)C1=NC2=CC=CC=C2C(=C1)C(=O)NCC1=CC=C(C=C1)C 2-(furan-2-yl)-N-(4-methylbenzyl)quinoline-4-carboxamide